C1(CCCCCCCCCCCCCCC)SS1 (hexadecyl-1-yl) disulfide